(1S,3S)-3-((6-(5-chloro-3-(((2,2-difluorobenzo[d][1,3]dioxan-5-yl) oxy)methyl)thiophen-2-yl)-2-methylpyridin-3-yl)oxy)cyclohexane-1-carboxylate ClC1=CC(=C(S1)C1=CC=C(C(=N1)C)O[C@@H]1C[C@H](CCC1)C(=O)[O-])COC1=CC=CC=2OC(OCC21)(F)F